C(C)(C)(C)OC(=O)N1CCC(CC1)C(C1=CC(=C(C=C1)OC)OC)=O 4-(3,4-dimethoxybenzoyl)piperidine-1-carboxylic acid tert-butyl ester